L-1-hydroxy-1H-benzotriazole ammonium salt [NH4+].ON1N=NC2=C1C=CC=C2